3-chloro-N-[1-(3-pyrazin-2-ylpyrazin-2-yl)ethyl]-5-(trifluoromethylsulfonyl)benzamide ClC=1C=C(C(=O)NC(C)C2=NC=CN=C2C2=NC=CN=C2)C=C(C1)S(=O)(=O)C(F)(F)F